BrC1=CC=C(C=C1)C=1C(=NC2(N1)CCN(CC2)CC)SCC(=O)NC=2C=NC1=CC=CC=C1C2 2-((3-(4-bromophenyl)-8-ethyl-1,4,8-triazaspiro[4.5]deca-1,3-dien-2-yl)thio)-N-(quinolin-3-yl)acetamide